N,N1-dimethyl-1,2-ethanediamine CN(CCN)C